ClCC1(CC=C(C=C1)C1=CC=CC=C1)CCl 4,4-bis(chloromethyl)-1,1-biphenyl